(4'-((1R,4r)-4-(tert-butyl)cyclohexyl)-2-fluoro-[1,1'-biphenyl]-3-sulfonylamino)-3-methoxybenzoic acid C(C)(C)(C)C1CCC(CC1)C1=CC=C(C=C1)C1=C(C(=CC=C1)S(=O)(=O)NC1=C(C(=O)O)C=CC=C1OC)F